[C@H]12CN(C[C@H](CC1)N2)C2=NC(=NC=1CC3(CCC21)CCCC2=CC=C(C=C23)O)OC[C@H]2N(CCC2)C(C)C 4'-((1R,5S)-3,8-diazabicyclo[3.2.1]octan-3-yl)-2'-(((S)-1-isopropylpyrrolidin-2-yl)methoxy)-3,4,5',8'-tetrahydro-2H,6'H-spiro[naphthalene-1,7'-quinazolin]-7-ol